FC=1C=C2CC(CC2=CC1F)NC1=NC=C(C=N1)C=1OC(=NN1)N1CC(C1)(F)C#C N-(5,6-difluoro-2,3-dihydro-1H-inden-2-yl)-5-(5-(3-ethynyl-3-fluoroazetidin-1-yl)-1,3,4-oxadiazol-2-yl)pyrimidin-2-amine